S1N=CC=C1CN1[C@H]2CC(C[C@@H]1CC2)NC(=O)C2=CC=C1C=CNC1=C2 N-((1R,3s,5S)-8-(Isothiazol-5-ylmethyl)-8-azabicyclo[3.2.1]octan-3-yl)-1H-indol-6-carboxamid